Methyl 4-chloro-2-hydroxy-3-(methylcarbamoyl)benzoate ClC1=C(C(=C(C(=O)OC)C=C1)O)C(NC)=O